C(C)(=O)OC[C@H]1OC(C[C@H]([C@@H]1OC(C)=O)OC(C)=O)OCCN=[N+]=[N-] (2R,3S,4R)-2-(acetoxymethyl)-6-(2-azidoethoxy)tetrahydro-3,4-diacetoxy-pyran